C(#N)C=1N=NNC1[N+](=O)[O-] cyano-5-nitro-1,2,3-triazole